Methyl 3,3-difluoro-2-hydroxy-3-phenylpropanoate FC(C(C(=O)OC)O)(C1=CC=CC=C1)F